5-[[6-[3-(Difluoromethoxy)-4-fluoro-phenyl]-3-methyl-pyrazin-2-yl]methyl]-7-oxa-5-azaspiro[2.4]heptan-6-one FC(OC=1C=C(C=CC1F)C1=CN=C(C(=N1)CN1CC2(CC2)OC1=O)C)F